C(C)(C)OCC1=CC(=NC=C1)NC=1SC2=C(N1)C=CC(=C2)C=2C=NNC2C N-(4-(isopropoxymethyl)pyridin-2-yl)-6-(5-methyl-1H-pyrazol-4-yl)benzo[d]thiazol-2-amine